N[C@H]1CN(C[C@@H](C1)F)C(=O)C1=CC2=C(N(C(=N2)C2=CC=3C(=NC(=CC3)C3=CC(=C(C(=O)N)C=C3F)C)N2CC2CC2)C)C(=C1)OC 4-(2-{5-[(3R,5R)-3-amino-5-fluoropiperidine-1-carbonyl]-7-methoxy-1-methyl-1H-1,3-benzodiazol-2-yl}-1-(cyclopropylmethyl)-1H-pyrrolo[2,3-b]pyridin-6-yl)-5-fluoro-2-methylbenzamide